N5-5,6,7,8-tetrahydronaphthalen-2-yl-biguanide C1=C(C=CC=2CCCCC12)NC(NC(N)=N)=N